IC1=NSC(=N1)C 3-iodo-5-methyl-1,2,4-thiadiazole